4,7-dimethyl-5-methyl-1,3-benzodioxole CC1=C(C=C(C=2OCOC21)C)C